C(C)C(COCC(CC)(F)F)(F)F ethyldifluoroethyl ether